ClC=1C(=CC(=C(C1)S(=O)(=O)NC=1SC=CN1)F)N[C@@H](C)C1=CC(=C(C=C1)F)F (S)-5-chloro-4-((1-(3,4-difluorophenyl)ethyl)amino)-2-fluoro-N-(thiazol-2-yl)benzenesulfonamide